C[C@@H]1N(CC=2N(C1)C=NC2C(=O)NC2(COC2)C)C(=O)NC2=CC(=C(C(=C2)F)F)F (S)-6-Methyl-N1-(3-methyloxetan-3-yl)-N7-(3,4,5-trifluorophenyl)-5,6-dihydroimidazo[1,5-a]pyrazine-1,7(8H)-dicarboxamide